C(C)(=O)N1CCC(CC1)C1=C(N(C=C1)S(N)(=O)=O)C(=O)O 3-(1-Acetylpiperidin-4-yl)-1-sulfamoyl-1H-pyrrole-2-carboxylic acid